(1-(benzyloxy)prop-2-yloxy)-4-(2,6-difluoro-4-nitrophenoxy)-7-methoxyquinoline C(C1=CC=CC=C1)OCC(C)OC1=NC2=CC(=CC=C2C(=C1)OC1=C(C=C(C=C1F)[N+](=O)[O-])F)OC